benzyl (S)-6-(((benzyl oxy)carbonyl)amino)-1-methyl-5,6,7,8-tetrahydropyrazolo[4,3-b]azepine-4(1H)-carboxylate C(C1=CC=CC=C1)OC(=O)N[C@H]1CCC2=C(N(C1)C(=O)OCC1=CC=CC=C1)C=NN2C